3-(2-amino-1-(3-methoxyphenyl)ethyl)-7-(5-(trifluoromethyl)-1H-pyrazol-4-yl)quinazolin-4(3H)-one NCC(C1=CC(=CC=C1)OC)N1C=NC2=CC(=CC=C2C1=O)C=1C=NNC1C(F)(F)F